2-[[2-[(cyclobutylmethylamino)methyl]-1H-indol-6-yl]methyl]-5-methyl-2,7-naphthyridin-1-one C1(CCC1)CNCC=1NC2=CC(=CC=C2C1)CN1C(C2=CN=CC(=C2C=C1)C)=O